N-[4-(3-Cyanophenyl)-5-(2,6-dimethyl-4-pyridyl)thiazol-2-yl]-5-oxa-2,8-diazaspiro[3.5]nonan-2-carboxamid C(#N)C=1C=C(C=CC1)C=1N=C(SC1C1=CC(=NC(=C1)C)C)NC(=O)N1CC2(C1)OCCNC2